2-chloro-4-((5-chloropyridin-2-yl)methoxy)-5-fluoropyrimidine ClC1=NC=C(C(=N1)OCC1=NC=C(C=C1)Cl)F